CN1CCNCCC1 N-Methyl-homopiperazine